6,8-difluoro-2-methylimidazo[1,2-a]pyridine-3-carboxylic acid potassium salt [K+].FC=1C=C(C=2N(C1)C(=C(N2)C)C(=O)[O-])F